1-(5-{[(5-chlorothiophen-2-yl)methyl](methyl)amino}-3-[5-hydroxy-1-(pyrrolidine-1-carbonyl)pyrrolidin-3-yl]-1H-pyrazol-1-yl)-2,2-dimethylpropan-1-one ClC1=CC=C(S1)CN(C1=CC(=NN1C(C(C)(C)C)=O)C1CN(C(C1)O)C(=O)N1CCCC1)C